N=1C=NN2C1C=C(C=C2)OC2=C(C=C(C=C2)NC2=NC=NC1=CC(=C(C=C21)NC(/C(=C/C=2N(C=CC2)C)/F)=O)OCC)C (R,Z)-N-(4-((4-([1,2,4]triazolo[1,5-a]pyridine-7-yloxy)-3-methylphenyl)amino)-7-ethoxyquinazolin-6-yl)-2-fluoro-3-(1-methylpyrrol-2-yl)propeneamide